COC1=C(C=C(C(=C1C)C)OC)CCCCCCCCCC[P+](C1=CC=CC=C1)(C1=CC=CC=C1)C1=CC=CC=C1.C(=O)[O-] Formic acid, 10-(2,5-dimethoxy-3,4-dimethyl-phenyl)decyl-triphenyl-phosphonium salt